N1=CN=C(C2=CC=CC=C12)B(O)O QUINAZOLIN-4-YLBORONIC ACID